(S)-4-(2-(1-(5-oxa-2-azaspiro[3.4]oct-7-yl)piperidin-4-yl)-5-fluorophenoxy)-2-methylbutan-2-ol C1NCC12OC[C@H](C2)N2CCC(CC2)C2=C(OCCC(C)(O)C)C=C(C=C2)F